1-methyl-N-[6-(trifluoromethyl)-1,3-benzothiazol-2-yl]cycloheptane-1-carboxamide CC1(CCCCCC1)C(=O)NC=1SC2=C(N1)C=CC(=C2)C(F)(F)F